3-[4-fluoro-3-(3-methoxyphenyl)phenyl]-1H-pyrazole FC1=C(C=C(C=C1)C1=NNC=C1)C1=CC(=CC=C1)OC